ClC=1C2=CN(N=C2C=CC1C1=CN(C=2N=C(N(C(C21)=O)C)N2CCN(CCC2)C(=O)OC(C)(C)C)COCC[Si](C)(C)C)CC tert-Butyl 4-[5-(4-chloro-2-ethyl-2H-indazol-5-yl)-3-methyl-4-oxo-7-{[2-(trimethylsilyl)ethoxy] methyl}-3H,4H,7H-pyrrolo[2,3-d]pyrimidin-2-yl]-1,4-diazepane-1-carboxylate